CC1=NN(C(=C1)C)CCN(CC[C@@H](C(=O)O)NC=1C=NC=CC1)CCCCC1=NC=2NCCCC2C=C1 (S)-4-((2-(3,5-dimethyl-1H-pyrazol-1-yl)ethyl)(4-(5,6,7,8-tetrahydro-1,8-naphthyridin-2-yl)butyl)amino)-2-(pyridin-3-ylamino)butanoic acid